C(OC1(C(C=CC=C1)C)C)([O-])=O xylenyl carbonate